C(#C)C1=CN=C2N1N=CC=C2NC=2C=NN(C2)C 3-ethynyl-N-(1-methyl-1H-pyrazol-4-yl)imidazo[1,2-b]Pyridazin-8-amine